C(\C(\C)=C/C(=O)[O-])(=O)[O-].C(C1=CC=CC=C1)C=1C(=C(C=CC1)[NH+](C)C)CC1=CC=CC=C1.C(C1=CC=CC=C1)C=1C(=C(C=CC1)[NH+](C)C)CC1=CC=CC=C1 bisbenzyldimethylphenylammonium citraconate